FC1(CC(C1)C1=NN(C(=C1C1CN(C1)C(=O)OC(C)(C)C)NC(=O)NCC(F)(F)F)C)F tert-butyl 3-(3-(3,3-difluorocyclobutyl)-1-methyl-5-(3-(2,2,2-trifluoroethyl)ureido)-1H-pyrazol-4-yl)azetidine-1-carboxylate